6-(2-hydroxyethyl)-8-[(1r,2s)-2-methylcyclopentyl]-2-(methylsulfanyl)pyrido[2,3-d]pyrimidin-7(8H)-one OCCC1=CC2=C(N=C(N=C2)SC)N(C1=O)[C@H]1[C@H](CCC1)C